6-(trifluoromethyl)-1,4-oxazepan FC(C1CNCCOC1)(F)F